ethyl 4-[5-(ethanesulfonyl)-2-(4-fluoro-2,6-dimethylphenoxy)phenyl]-6-methyl-7-oxo-1H-pyrrolo[2,3-c]pyridine-2-carboxylate C(C)S(=O)(=O)C=1C=CC(=C(C1)C=1C2=C(C(N(C1)C)=O)NC(=C2)C(=O)OCC)OC2=C(C=C(C=C2C)F)C